xylyl phosphate ethylenediamine salt C(CN)N.P(=O)(OC1=C(C(=CC=C1)C)C)(O)O